FC(C1=C(C(=CC=C1)F)N1CCC(CC1)N1C(N(C=2C([C@@H]1C)=CNN2)CC2=C(C=CC=C2)C(F)(F)F)=O)F |o1:20| (S)- or (R)-5-[1-(2-Difluoromethyl-6-fluoro-phenyl)-piperidin-4-yl]-4-methyl-7-(2-trifluoromethylbenzyl)-2,4,5,7-tetrahydro-pyrazolo[3,4-d]pyrimidin-6-one